FC(C(=O)O)(F)F.CC=1C=C(C=NC1C(C)C)NC(=O)N1[C@H](CCC1)C(=O)NC1=CC=C(C=C1)C1=CC=C(C=C1)C(=O)O 4'-[(1-{[5-methyl-6-(propan-2-yl)pyridin-3-yl]carbamoyl}-D-prolyl)amino][1,1'-biphenyl]-4-carboxylic acid, trifluoroacetate salt